tert-butyl 2,4-dimethylbenzenesulfonate CC1=C(C=CC(=C1)C)S(=O)(=O)OC(C)(C)C